O1C(CCC1)C=1C=C(C=CC1)CS(=O)(=O)Cl (3-(tetrahydrofuran-2-yl)phenyl)methanesulfonyl chloride